5-anthracenoxy-bicyclo[2.2.1]Hept-2-ene C1(=CC=CC2=CC3=CC=CC=C3C=C12)OC1C2C=CC(C1)C2